1,1'-((methylazanediyl)bis(ethane-2,1-diyl))bis(2-(1-ethyl-3-methyl-1H-pyrazole-5-carboxamido)-1H-benzo[d]imidazole-5-carboxamide) trifluoroacetic acid salt FC(C(=O)O)(F)F.CN(CCN1C(=NC2=C1C=CC(=C2)C(=O)N)NC(=O)C2=CC(=NN2CC)C)CCN2C(=NC1=C2C=CC(=C1)C(=O)N)NC(=O)C1=CC(=NN1CC)C